6-methoxy-6-methyl-2-(1-((2-(trimethylsilyl)ethoxy)methyl)-1H-pyrazol-4-yl)-6,7,8,9-tetrahydro-4H-thieno[2,3-c]chromen-4-one COC1(CCCC=2C3=C(C(OC12)=O)SC(=C3)C=3C=NN(C3)COCC[Si](C)(C)C)C